2-chloro-3-fluoroquinoline-7-carbaldehyde ClC1=NC2=CC(=CC=C2C=C1F)C=O